N1C(=NC2=C1C=CC=C2)C2=CC(=NN2)NC(C2=CC=C(C=C2)N2CCC(CC2)O)=O N-[5-(1H-benzimidazol-2-yl)-1H-pyrazol-3-yl]-4-(4-hydroxy-1-piperidyl)benzamide